(S)-7-((4-amino-3-(4-(difluoromethoxy)-3-fluorophenyl)-1H-pyrazolo[3,4-d]pyrimidin-1-yl)(cyclopropyl)methyl)-3-methyl-6-phenyl-5H-thiazolo[3,2-a]pyridin-5-one NC1=C2C(=NC=N1)N(N=C2C2=CC(=C(C=C2)OC(F)F)F)[C@H](C=2C=C1N(C(C2C2=CC=CC=C2)=O)C(=CS1)C)C1CC1